C(C(C)(C)C)(=O)OC=1C=CC2=C(SCCC=C2C2=CC=C(C=C2)C(=O)C2CN(CC2)CCCF)C1 5-(4-(1-(3-Fluoropropyl)pyrrolidine-3-carbonyl)phenyl)-2,3-dihydrobenzo[b]thiepin-8-yl pivalate